(E)-N'-(cyclopropylmethylene)-4-hydroxy-2-(pyridin-2-yl)pyrimidine-5-carbohydrazide C1(CC1)\C=N\NC(=O)C=1C(=NC(=NC1)C1=NC=CC=C1)O